3,5-bismaleimidopyridine C1(C=CC(N1C=1C=NC=C(C1)N1C(C=CC1=O)=O)=O)=O